C(C=C)(=O)O.O1C(C(C2=C1C=CC=C2)=O)=O.O2C(C(C1=C2C=CC=C1)=O)=O (benzodifurandione) acrylate